tert-butyl {[(7R,8R)-3-(benzyloxy)-7-(dibenzylamino)-1-fluoro-8-hydroxy-5,6,7,8-tetrahydronaphthalen-2-yl]amino}acetate C(C1=CC=CC=C1)OC=1C(=C(C=2[C@H]([C@@H](CCC2C1)N(CC1=CC=CC=C1)CC1=CC=CC=C1)O)F)NCC(=O)OC(C)(C)C